C1(=CC=CC=C1)NC(=O)C=1NC=C(C1)C1=NC(=NC=C1C(F)(F)F)N[C@@H]1CNCCC1 N-phenyl-4-(2-{[(3S)-piperidin-3-yl]amino}-5-(trifluoromethyl)pyrimidin-4-yl)-1H-pyrrole-2-carboxamide